(5'S,7a'R)-1-(benzene-carbonyl)-5'-(2-meth-ylphenyl)tetrahydro-3'H-spiro[piperidine-4,2'-pyrrolo[2,1-b]-[1,3]oxazol]-3'-one C1(=CC=CC=C1)C(=O)N1CCC2(C(N3[C@H](O2)CC[C@H]3C3=C(C=CC=C3)C)=O)CC1